3-(3-fluorophenyl)-1,2,4-trimethylazetidine-3-carboxylic acid ethyl ester C(C)OC(=O)C1(C(N(C1C)C)C)C1=CC(=CC=C1)F